N1C=CC2=CC=NS(CN21)(=O)=O pyrazolo[5,1-e][1,2,6]thiadiazepine 7,7-dioxide